O1C(CCC1CN)CN (tetrahydrofuran-2,5-diyl)-dimethaneamine